C(C)[N+](CC)(CC)CC.C(C1=CC=CC=C1)CN(C)C benzyltrimethylamine, tetraethylammonium salt